6-carboxy-5-methylbenzo[c][1,2,5]oxadiazol-1-oxide C(=O)(O)C=1C(=CC=2C(=[N+](ON2)[O-])C1)C